1-(((R)-1-((R)-3-Cyclohexyl-2-methylpropanoyl)-4-hydroxy-3,3-dimethylpiperidin-4-yl)methyl)-4-(2-fluorophenyl)-5-(piperazin-1-carbonyl)pyridin-2(1H)-on C1(CCCCC1)C[C@H](C(=O)N1CC([C@@](CC1)(O)CN1C(C=C(C(=C1)C(=O)N1CCNCC1)C1=C(C=CC=C1)F)=O)(C)C)C